2,3-dimethoxy-5-bromobenzaldehyde COC1=C(C=O)C=C(C=C1OC)Br